ClC=1N=C(C2=C(N1)N(C=C2)[C@H]2[C@@H]([C@@H]([C@H](O2)COCP(O)(O)=O)O)O)N[C@@H](C)C2=CC=C(C=C2)F [(2R,3S,4R,5R)-5-[2-chloro-4-[[(1S)-1-(4-fluorophenyl)ethyl]-amino]pyrrolo[2,3-d]-pyrimidin-7-yl]-3,4-dihydroxy-tetrahydro-furan-2-yl]methoxy-methylphosphonic acid